ethyl 2-(4-bromo-1,1-difluoro-3-oxo-isoindolin-2-yl)acetate BrC1=C2C(N(C(C2=CC=C1)(F)F)CC(=O)OCC)=O